2-ethyl-6-[2-(morpholin-4-yl)ethyl]-6,7-dihydro-4H-pyrazolo[1,5-a]pyrrolo[3,4-d]pyrimidine C(C)C1=NN2C(NC=3C(=C2)CN(C3)CCN3CCOCC3)=C1